CN(C1=CC=C(\C=C/2\C(N(C(C2)=O)C(CCCCCC[NH-])O)=O)C=C1)C (E)-7-(3-(4-dimethylaminobenzylidene)-2,5-dioxopyrrolidinyl)-N-hydroxyheptylamide